NC1=CC=C(C(=C1C(=O)N(C)C)F)C=1C(=C2C(=NC1)NC[C@]21C[C@@H](CC1)N1N=C(C=C1C#N)C)Cl 6-Amino-3-((1R,3R)-4'-chloro-3-(5-cyano-3-methyl-1H-pyrazol-1-yl)-1',2'-dihydrospiro[cyclopentane-1,3'-pyrrolo[2,3-b]pyridin]-5'-yl)-2-fluoro-N,N-dimethylbenzamide